ClC1=CC=C(C=C1)C1=N[C@H](C=2N(C3=C1C=C(C=C3)OCCOCCNC(C3=CC=CC=C3)=O)C(=NN2)C)CC(=O)NCC N-(2-(2-(((4S)-6-(4-chlorophenyl)-4-(2-(ethylamino)-2-oxoethyl)-1-methyl-4H-benzo[f][1,2,4]triazolo[4,3-a][1,4]diazepin-8-yl)oxy)ethoxy)ethyl)benzamide